5-(4-methoxy-3-nitrophenyl)-2H-tetrazole COC1=C(C=C(C=C1)C=1N=NNN1)[N+](=O)[O-]